6-chloro-N-(3-chloro-2-fluoro-4-((1-fluorocyclopropyl)methoxy)phenyl)pyrido[3,2-d]pyrimidin-4-amine ClC=1C=CC=2N=CN=C(C2N1)NC1=C(C(=C(C=C1)OCC1(CC1)F)Cl)F